FC1=C(C=CC=C1)C(C)NC(=O)N1CC2(C3=NC=CC=C31)CC2 N-(1-(2-fluorophenyl)ethyl)spiro[cyclopropane-1,3'-pyrrolo[3,2-b]pyridine]-1'(2'H)-carboxamide